C(#N)C(=CC=1C=C(C=CC1)CCOC(=O)N[C@@H](CC1=CC=CC=C1)B(O)O)N1N=CN=C1 (R)-(1-(((3-(2-cyano-2-(1H-1,2,4-triazol-1-yl)vinyl)phenylethoxy)carbonyl)amino)2-Phenylethyl)boronic acid